The molecule is a steroid sulfide consisting of 2,5-dioxo-1-pyrrolidinyl 6-{6-[3-(thiopropionyl)aminohexanoyl]amino}hexanoate having a progesterone-4-yl group attached to the sulfur. It is a 20-oxo steroid, a 3-oxo-Delta(4) steroid and a steroid sulfide. It derives from a progesterone. CC(=O)[C@H]1CC[C@@H]2[C@@]1(CC[C@H]3[C@H]2CCC4=C(C(=O)CC[C@]34C)SCCC(=O)NCCCCCC(=O)NCCCCCC(=O)ON5C(=O)CCC5=O)C